FC(C1=NOC(=C1)C(=O)NC12CC(C(CC1)(CC2)C2=NC(=NO2)C2=CC(=CC=C2)F)O)F 3-(difluoromethyl)-N-{4-[3-(3-fluorophenyl)-1,2,4-oxadiazol-5-yl]-3-hydroxybicyclo[2.2.2]oct-1-yl}-1,2-oxazole-5-carboxamide